tert-butyl 3-[[1-(2,6-dioxo-3-piperidyl)-2-oxo-benzo[cd]indol-5-yl]methyl]azetidine-1-carboxylate O=C1NC(CCC1N1C(C2=C3C(C=CC=C13)=C(C=C2)CC2CN(C2)C(=O)OC(C)(C)C)=O)=O